3-((1-(cyclopropylmethyl)-3-methyl-1H-pyrazol-4-yl)methyl)pyridin C1(CC1)CN1N=C(C(=C1)CC=1C=NC=CC1)C